C(C1=CC=CC=C1)NCC1CC1 benzyl-(cyclopropylmethyl)amine